((1-(3-chlorophenyl)cyclopropyl)amino)-6-(3,5-dimethylisoxazol-4-yl)quinazoline-2-carboxylic acid ClC=1C=C(C=CC1)C1(CC1)NC1=NC(=NC2=CC=C(C=C12)C=1C(=NOC1C)C)C(=O)O